C(CCCCC)CC(CC(=O)[O-])=O.C(CCCCC)CC(CC(=O)[O-])=O.[Al+2] aluminum bis(hexylacetoacetate)